1,1-bis(methoxymethyl)-2,3,4,5-tetraphenylcyclopentadiene COCC1(C(=C(C(=C1C1=CC=CC=C1)C1=CC=CC=C1)C1=CC=CC=C1)C1=CC=CC=C1)COC